ethyl (2S)-3,3-dicyclopropyl-2-[(3-isopropylisoxazole-4-carbonyl)amino]propanoate C1(CC1)C([C@@H](C(=O)OCC)NC(=O)C=1C(=NOC1)C(C)C)C1CC1